di(4-n-butyl-phenyl) carbonate C(OC1=CC=C(C=C1)CCCC)(OC1=CC=C(C=C1)CCCC)=O